O=C1NC(CCC1OC=1C=NC(=NC1)N1CCN(CC1)CCCNC(=O)C=1C2=C(NC1C)\C(\CC2)=C\2/C(NC1=CC=C(C=C21)F)=O)=O (Z)-N-(3-(4-(5-((2,6-dioxopiperidin-3-yl)oxy)pyrimidin-2-yl)piperazin-1-yl)propyl)-6-(5-fluoro-2-oxoindolin-3-ylidene)-2-methyl-1,4,5,6-tetrahydrocyclopenta[b]pyrrole-3-carboxamide